C(N)(=N)N1CCN(CC1)C1=CC=C(C=C1)NC(C1=CC=C(C(=O)NC2=CC=C(C=C2)N2CCN(CC2)C(N)=N)C=C1)=O N,N'-bis-[4-(4-carbamimidoyl-piperazin-1-yl)-phenyl]-terephthalamide